FC1=CC2=C(C=N1)SC(=N2)N2C[C@H](N[C@H](C2)C)C (3R,5S)-1-{6-fluoro-[1,3]thiazolo[5,4-c]pyridin-2-yl}-3,5-dimethylpiperazine